C(N)(=O)[C@H]1N(CCC1)C1=NC=2N(C(=C1)N1CCC(CC1)(C(=O)N)C)N=C(C2C2=CC=C(C=C2)Cl)C2=C(C=CC=C2)Cl 1-[5-[(2S)-2-carbamoyl-pyrrolidin-1-yl]-2-(2-chlorophenyl)-3-(4-chlorophenyl)pyrazolo[1,5-a]pyrimidin-7-yl]-4-methyl-piperidine-4-carboxamide